COC(=O)[C@H](CC1=CC=CC=C1)N The molecule is an alpha-amino acid ester that is the methyl ester of L-phenylalanine. It is an alpha-amino acid ester and a L-phenylalanine derivative.